N1(CCNCCCNCCNCCC1)C(=O)O 1,4,8,11-tetraazacyclotetradecane-carboxylic acid